N-[6-(5-chloro-1,3-benzothiazol-2-yl)spiro[3.3]heptan-2-yl]-2-fluoro-pyridine-4-carboxamide ClC=1C=CC2=C(N=C(S2)C2CC3(CC(C3)NC(=O)C3=CC(=NC=C3)F)C2)C1